methyl 7-[5-chloro-2-[2-[4,6-dioxo-2-(trifluoromethyl)-7,8-dihydro-5H-quinazolin-3-yl]ethoxy]phenyl]-5-methyl-thieno[3,2-b]pyridine-3-carboxylate ClC=1C=CC(=C(C1)C1=C2C(=NC(=C1)C)C(=CS2)C(=O)OC)OCCN2C(=NC=1CCC(CC1C2=O)=O)C(F)(F)F